(5R)-5-{2-[(tert-butyldimethylsilyl)oxy]ethyl}-2,2-dimethyl-1,3-dioxolan-4-one [Si](C)(C)(C(C)(C)C)OCC[C@@H]1C(OC(O1)(C)C)=O